CC1=CN=CC(=N1)CCCS(=O)(=O)O 2-(6-methylpyrazin-2-yl)ethylmethanesulfonic acid